4-[2-[(2S,SR)-5-[(2S)-1-[6-oxo-5-(trifluoromethyl)-1,6-dihydropyridazin-4-yl]pyrrolidin-2-yl]oxolan-2-yl]acetyl]piperazin O=C1C(=C(C=NN1)N1[C@@H](CCC1)[C@@H]1CC[C@H](O1)CC(=O)N1CCNCC1)C(F)(F)F |&1:12|